2-(3,4-dimethoxyphenethylcarbamoyl)-propan-2-yl valerate C(CCCC)(=O)OC(C)(C)C(NCCC1=CC(=C(C=C1)OC)OC)=O